ethyl 3-(N-(cis-3-(methyl(7-tosyl-7H-pyrrolo[2,3-d]pyrimidin-4-yl)amino)cyclobutyl)sulfamoyl)propanoate CN([C@H]1C[C@H](C1)NS(=O)(=O)CCC(=O)OCC)C=1C2=C(N=CN1)N(C=C2)S(=O)(=O)C2=CC=C(C)C=C2